COC(C(O)CC(=O)OC)=O dimethylmalate